2-(3-azabicyclo[3.3.1]nonane-9-carboxamido)-9-(5,6,7,8-tetrahydro-1,8-naphthyridin-2-yl)nonanoic acid C12CNCC(CCC1)C2C(=O)NC(C(=O)O)CCCCCCCC2=NC=1NCCCC1C=C2